C(=CC)N1CCC(CC1)N1[C@@H](C(N(C=2C=NC(=NC12)NC1=C(C=CC(=C1)N1CCN(CC1)C)OCCO)C)=O)CC (R)-8-(1-propenylpiperidin-4-yl)-7-ethyl-2-((2-(2-hydroxyethoxy)-5-(4-methylpiperazin-1-yl)phenyl)amino)-5-methyl-7,8-dihydropteridin-6(5H)-one